BrC1=CN=CC=2NC(C3N(C21)CCCC3)=O 1-Bromo-7,8,9,10-tetrahydro-5H-dipyrido[1,2-a:3',4'-e]pyrazin-6(6aH)-one